FC(C=1C=C(C=CC1)N(C(=O)C=1C=CC=2N(C1)C(=CN2)C=2C=CC(=NC2)NC(OC)=O)C)F methyl N-[5-[6-[[3-(difluoromethyl)phenyl]-methyl-carbamoyl]imidazo[1,2-a]pyridin-3-yl]-2-pyridyl]carbamate